(5-methyl-2-phenylamino-pyrimidin-4-ylamino)-3H-benzooxazol-2-one CC=1C(=NC(=NC1)NC1=CC=CC=C1)NN1C(OC2=C1C=CC=C2)=O